C(C)(C)(C)O[SiH2]C=C(C1=CC=CC=C1)C1=CC=CC=C1 tert-butyloxydiphenylvinylsilane